CC=1C=CC=C2CCO[C@H](C12)[C@H]1NCCC1 (S)-2-((R)-8-methylisochroman-1-yl)pyrrolidine